N-(5-((5-chloro-2-((2-methoxy-5-methyl-4-(4-(4-methylpiperazin-1-yl)piperidin-1-yl)phenyl)Amino)pyrimidin-4-yl)amino)-2,3-dihydrobenzofuran-6-yl)methanesulfonamide ClC=1C(=NC(=NC1)NC1=C(C=C(C(=C1)C)N1CCC(CC1)N1CCN(CC1)C)OC)NC=1C(=CC2=C(CCO2)C1)NS(=O)(=O)C